C(=O)NCCCC[C@H](N)C(=O)O N6-formyl-Lysine